tert-butyl (4-bromo-3-methyl-2-nitrophenyl)(2E)-but-2-en-1-ylcarbamate BrC1=C(C(=C(C=C1)N(C(OC(C)(C)C)=O)C\C=C\C)[N+](=O)[O-])C